C1(CC1)C=1N=C(OC1C(=O)N1[C@@H](C2=C(CC1)NC=N2)C2=NN1C(C(=CC=C1)C)=C2)C2=NC=CC=C2 (S)-(4-cyclopropyl-2-(pyridin-2-yl)oxazol-5-yl)(4-(4-methylpyrazolo[1,5-a]pyridin-2-yl)-1,4,6,7-tetrahydro-5H-imidazo[4,5-c]pyridin-5-yl)methanone